(R)-methyl 3-(5-hydroxypyridin-3-yl)-1-isopropyl-4,5,6,7-tetrahydro-1H-indazole-6-carboxylate OC=1C=C(C=NC1)C1=NN(C=2C[C@@H](CCC12)C(=O)OC)C(C)C